2-((1-(2-cyano-3-(4-(ethoxymethyl)piperidin-1-yl)-7-methylquinoxalin-5-yl)ethyl)amino)benzoic acid C(#N)C1=NC2=CC(=CC(=C2N=C1N1CCC(CC1)COCC)C(C)NC1=C(C(=O)O)C=CC=C1)C